di-n-butyl-(isopropyl)phosphine C(CCC)P(C(C)C)CCCC